ClN1CN=CC(=C1)Cl 3,5-dichloropyrimidine